COC1(CC(C1)C(CC#N)=O)OC 3-(3,3-dimethoxycyclobutyl)-3-oxopropionitrile